OC1=CC=2C(C3=CC(=C(C=C3C(C2C=C1O)=O)O)O)=O 2,3,6,7-tetrahydroxyanthraquinone